3-fluoro-N-(isoquinolin-5-yl)-4-(4-methylpiperazin-1-yl)benzamide FC=1C=C(C(=O)NC2=C3C=CN=CC3=CC=C2)C=CC1N1CCN(CC1)C